N'-phenylbenzohydrazide C1(=CC=CC=C1)NNC(C1=CC=CC=C1)=O